OC1=C(C=C(C=C1)C=CC(=O)C1=CC=C(C=C1)N1CCOCC1)[N+](=O)[O-] 3-(4-Hydroxy-3-nitrophenyl)-1-(4-morpholin-4-ylphenyl)prop-2-en-1-one